C(C)(C)(C)N1N=CC(=C1C(F)(F)F)C(=O)N1C[C@]2(CC1)C=C(C(C(C2)(C)C)=O)C#N (5R)-2-[1-tert-butyl-5-(trifluoromethyl)-1H-pyrazole-4-carbonyl]-9,9-dimethyl-8-oxo-2-azaspiro[4.5]dec-6-ene-7-carbonitrile